[Si](C1=CC=CC=C1)(C1=CC=CC=C1)(C(C)(C)C)OC[C@@H]1CO[C@@H](CN1C(=O)OC(C)(C)C)C(NC(C)(C)C1=C(C=C(C=C1)C1CC1)Cl)=O tert-butyl (2S,5S)-5-(((tert-butyldiphenylsilyl)oxy)methyl)-2-((2-(2-chloro-4-cyclopropylphenyl)propan-2-yl)carbamoyl)morpholine-4-carboxylate